CN1CCC2=C(CC1)C=C(C=C2)NC(C)=O N-(3-Methyl-2,3,4,5-tetrahydro-1H-benzo[d]azepin-7-yl)acetamide